N=1C=NN2C1C=C(C=C2)OC2=C(C=C(C=C2)NC2=NC=NC1=CC=C(C=C21)OC2CC1CCC(C2)N1C(C=C)=O)C 1-(endo-3-((4-((4-([1,2,4]Triazolo[1,5-a]pyridin-7-yloxy)-3-methylphenyl)amino)quinazolin-6-yl)oxy)-8-azabicyclo[3.2.1]octan-8-yl)prop-2-en-1-one